1-(2,6-dichlorophenyl)-4-((6-(2-morpholino-2-oxoethyl)pyridin-3-yl)amino)-1H-pyrazole-3-carboxamide ClC1=C(C(=CC=C1)Cl)N1N=C(C(=C1)NC=1C=NC(=CC1)CC(=O)N1CCOCC1)C(=O)N